6-(4-((4'-chloro-5,5-dimethyl-3,4,5,6-tetrahydro-[1,1'-biphenyl]-2-yl)methyl)piperazine-1-carbonyl)-2-(2,6-dioxopiperidin-3-yl)-4-fluoroisoindoline-1,3-dione ClC1=CC=C(C=C1)C1=C(CCC(C1)(C)C)CN1CCN(CC1)C(=O)C1=CC(=C2C(N(C(C2=C1)=O)C1C(NC(CC1)=O)=O)=O)F